C(C1=CC=CC=C1)O[C@@H]1[C@H](OC([C@@H]1OCC1=CC=CC=C1)OC)COCC1=CC=CC=C1 (2R,3R,4R)-3,4-dibenzyloxy-2-(benzyloxymethyl)-5-methoxy-tetrahydrofuran